2-(2-(tert-butyl)phenoxy)-N-(2,4-dihydroxyphenyl)acetamide C(C)(C)(C)C1=C(OCC(=O)NC2=C(C=C(C=C2)O)O)C=CC=C1